C(C1=CC=CC=C1)N(CC(C(OCC(=O)OCC)(C)C)F)CC1=CC=CC=C1 2-Ethyl 2-[3-(dibenzylamino)-2-fluoro-1,1-dimethyl-propoxy]acetate